4-((2S,5R)-4-acryloyl-2,5-dimethylpiperazin-1-yl)-1-(2-ethyl-6-(methylsulfonyl)phenyl)-6-fluoro-7-(2-fluoro-6-hydroxyphenyl)pyridino[2,3-d]pyrimidin-2(1H)-one C(C=C)(=O)N1C[C@@H](N(C[C@H]1C)C=1C2=C(N(C(N1)=O)C1=C(C=CC=C1S(=O)(=O)C)CC)N=C(C(=C2)F)C2=C(C=CC=C2O)F)C